4-Chloro-3-(5-((4-chlorobenzyl)oxy)-7-fluoro-4-oxo-1,4-dihydroquinolin-2-yl)benzonitrile ClC1=C(C=C(C#N)C=C1)C=1NC2=CC(=CC(=C2C(C1)=O)OCC1=CC=C(C=C1)Cl)F